[N-](S(=O)(=O)C(F)(F)F)S(=O)(=O)C(F)(F)F.CN1C=NC=C1 n-methylimidazole bis(trifluoromethanesulfonyl)imide salt